tert-Butyl [3-({(1R)-1-[4-benzyl-1-(2,5-difluorophenyl)-1H-pyrazol-3-yl]-2,2-dimethylpropyl}amino)propyl]carbamate C(C1=CC=CC=C1)C=1C(=NN(C1)C1=C(C=CC(=C1)F)F)[C@@H](C(C)(C)C)NCCCNC(OC(C)(C)C)=O